1-(4-chlorophenyl)sulfonyl-N-[(5-methylpyrazin-2-yl)methyl]pyrazole-3-carboxamide ClC1=CC=C(C=C1)S(=O)(=O)N1N=C(C=C1)C(=O)NCC1=NC=C(N=C1)C